8-(4-(Dimethylamino)-N-(8-oxo-8-((3-pentyloxy)oxy)-octyl)butyrylamino)-octadecenoic acid heptadec-9-yl ester CCCCCCCCC(CCCCCCCC)OC(C=CCCCCC(CCCCCCCCCC)NC(CCC(N(C)C)CCCCCCCC(OOC(CC)CC)=O)=O)=O